COC=1C=C(C=CC1OC)C1=CC=NC=2N1N=C(C2)C(=O)NC2=CC=C(C(=O)N[C@@H](CC1=CC=CC=C1)C(=O)OC)C=C2 methyl (4-(7-(3,4-dimethoxyphenyl)pyrazolo[1,5-a]pyrimidine-2-carboxamido)benzoyl)-L-phenylalaninate